C(C)(=O)OC=1C=CC=C2NC=C(CCN(CCCC)CCCC)C12 4-acetoxy-N,N-dibutyltryptamine